(R,E)-4-(3-(5-(2-(2,5-difluorophenyl)pyrrolidin-1-yl)pyrazolo[1,5-a]pyrimidin-3-yl)acryloyl)piperazin-2-one FC1=C(C=C(C=C1)F)[C@@H]1N(CCC1)C1=NC=2N(C=C1)N=CC2/C=C/C(=O)N2CC(NCC2)=O